[Cl-].C(=C)C1=C(C=CC=C1)[P+](C1=CC=CC=C1)(C1=CC=CC=C1)CC1=CC=CC=C1 Vinylbenzyltriphenylphosphonium Chloride